CC1=CC=C2C(=N1)OC1=C2C=C(C=C1C1=NC2=CC=CC(=C2C=C1)CCC(F)(F)F)C 2,6-dimethyl-8-(5-(3,3,3-trifluoropropyl)quinolin-2-yl)benzofuro[2,3-b]pyridine